(E)-1-(4-(2-aminoethyl)piperazin-1-yl)-4-(4-methoxyphenyl)but-2-ene-1,4-dione NCCN1CCN(CC1)C(\C=C\C(=O)C1=CC=C(C=C1)OC)=O